N-[2-(1,3-benzodioxol-5-yl)ethyl]-4-(2,4-difluorophenoxy)-3-(6-methyl-7-oxo-6,7-dihydro-1H-pyrrolo[2,3-c]pyridin-4-yl)benzamide O1COC2=C1C=CC(=C2)CCNC(C2=CC(=C(C=C2)OC2=C(C=C(C=C2)F)F)C=2C1=C(C(N(C2)C)=O)NC=C1)=O